N-(4-(1-methyl-3-phenyl-1H-pyrazol-4-yl)-7-(3-morpholinoprop-1-yn-1-yl)quinazolin-6-yl)propionamide CN1N=C(C(=C1)C1=NC=NC2=CC(=C(C=C12)NC(CC)=O)C#CCN1CCOCC1)C1=CC=CC=C1